N[C@H]1C2N(CC1CC2)C(=O)C2=CC1=C(C(=C(O1)C=1N(C3=CC(=CC=C3C1)C=1C=C3CNC(C3=CC1)=O)CC1CC1)C)C(=C2)OC 5-(2-(6-((7R)-7-Amino-2-azabicyclo[2.2.1]heptane-2-carbonyl)-4-methoxy-3-methylbenzofuran-2-yl)-1-(cyclopropylmethyl)-1H-indol-6-yl)isoindolin-1-one